5-(2-chlorophenoxy)-3-(((3-fluorocyclobutyl)methyl)amino)-4H-benzo[e][1,2,4]thiadiazine 1,1-dioxide ClC1=C(OC2=CC=CC3=C2NC(=NS3(=O)=O)NCC3CC(C3)F)C=CC=C1